N1=NC(N=C1)=C1N=NC=N1 Bis-triazole